COC1=CC=CC=2CC(C12)=C1N=C(OC1=O)C=1C(=NOC1)C 4-{5-methoxybicyclo[4.2.0]oct-1(6),2,4-trien-7-ylidene}-2-(3-methyl-1,2-oxazol-4-yl)-4,5-dihydro-1,3-oxazol-5-one